C(C)(C)(C)NCC(CNC(C)(C)C)O 1,3-Bis(tertbutylamino)-2-propanol